FC(C=1C(=C(C=C(C1)CC(C)C)N1C[C@@H](N(CC1)CC=1SC(=NN1)C)C)C1=NNN=N1)F (2S)-4-(3-(difluoromethyl)-2-(3H-1,2,3,4-tetrazol-5-yl)-5-isobutylphenyl)-2-methyl-1-((5-methyl-1,3,4-thiadiazol-2-yl)methyl)piperazine